3-bromo-2-chloro-6-methylbenzoic acid BrC=1C(=C(C(=O)O)C(=CC1)C)Cl